6-((3-methoxy-4-((5-(methoxymethyl)pyridin-2-yl)methoxy)phenyl)amino)-3-morpholinoquinoxaline-5-carbonitrile COC=1C=C(C=CC1OCC1=NC=C(C=C1)COC)NC1=C(C=2N=C(C=NC2C=C1)N1CCOCC1)C#N